tert-butyl (2-hydroxyethyl)(2-methoxyethyl)carbamate {tert-butyl (2-hydroxyethyl)(2-methoxyethyl)carbamate} C(C)(C)(C)C(CN(C(O)=O)CCO)OC.OCCN(C(OC(C)(C)C)=O)CCOC